5-((triisopropylsilyl)ethynyl)naphthalene-2-ol C(C)(C)[Si](C(C)C)(C(C)C)C#CC1=C2C=CC(=CC2=CC=C1)O